OCCCC=1C=C2CN(C(C2=CC1)=O)N1C(CCCC1=O)=O (5-(3-hydroxypropyl)-1-oxoisoindolin-2-yl)piperidine-2,6-dione